O1N=CC=B1 1,2,5-oxazaborole